[2H]C(C1(OC(CC(C1)C(=O)O)(C([2H])([2H])[2H])C([2H])([2H])[2H])C([2H])([2H])[2H])([2H])[2H] 2,2,6,6-tetrakis(trideuteriomethyl)tetrahydropyran-4-carboxylic acid